3-(1,4-Dimethyl-6-(methyl(tetrahydro-2H-pyran-4-yl)amino)-1H-indazol-3-yl)-2,6-difluoro-5-(trifluoromethyl)phenol CN1N=C(C2=C(C=C(C=C12)N(C1CCOCC1)C)C)C=1C(=C(C(=C(C1)C(F)(F)F)F)O)F